OC1=CC=C(C=C1)SCCOCOCCSC1=CC=C(C=C1)O 1,7-bis(4-hydroxyphenyl-thio)-3,5-dioxaheptane